N1-(1H-benzoimidazol-5-yl)-1-[4-(4-cyclopropyl-1,3-thiazol-2-yl)phenyl]ethane-1,2-diamine N1C=NC2=C1C=CC(=C2)NC(CN)C2=CC=C(C=C2)C=2SC=C(N2)C2CC2